ClC=1C=C(C=CC1C(F)(F)F)NC(=O)N1[C@@H]2CC3=C(C=NC=C3)[C@H]1CC2 (6S,9R)-N-(3-chloro-4-(trifluoromethyl)phenyl)-6,7,8,9-tetrahydro-5H-6,9-epiminocyclohepta-[c]pyridine-10-carboxamide